6,6-difluoro-4-azaspiro[2.4]heptane hydrochloride Cl.FC1(CNC2(CC2)C1)F